5-(6-chloro-5-(ethylsulfonyl)pyridin-3-yl)-2-(trifluoromethyl)pyrazole ClC1=C(C=C(C=N1)C=1C=CN(N1)C(F)(F)F)S(=O)(=O)CC